N-(4-(4-amino-2,7-dimethyl-7H-pyrrolo[2,3-d]pyrimidin-5-yl)-3-chlorophenyl)-2-(3-chlorophenyl)-2-hydroxyacetamide NC=1C2=C(N=C(N1)C)N(C=C2C2=C(C=C(C=C2)NC(C(O)C2=CC(=CC=C2)Cl)=O)Cl)C